(Z)-N-acetyl-N-((5-(N-acetyl-N-Methylsulfamoyl)-6-(3-(2-chlorophenyl)-1-methyl-1H-1,2,4-triazol-5-yl)pyridin-2-yl)(ethoxyimino)methyl)acetamide C(C)(=O)N(C(C)=O)\C(=N/OCC)\C1=NC(=C(C=C1)S(N(C)C(C)=O)(=O)=O)C1=NC(=NN1C)C1=C(C=CC=C1)Cl